5-(4-tert-butylphenyl)isobenzofuran C(C)(C)(C)C1=CC=C(C=C1)C1=CC2=COC=C2C=C1